C(C)(C)(C)C(N(CCC1=CC=CC=C1)C(=O)OCC1C2=CC=CC=C2C=2C=CC=CC12)C(=O)O tert-butyl-N-(((9H-fluoren-9-yl)methoxy)carbonyl)-N-phenethylglycine